4-(5-aminopyrimidin-4-yl)-N-(5-chloro-6-(2H-1,2,3-triazol-2-yl)pyridin-3-yl)-5-fluoro-2-methyl-benzamide NC=1C(=NC=NC1)C1=CC(=C(C(=O)NC=2C=NC(=C(C2)Cl)N2N=CC=N2)C=C1F)C